1-[(3R)-1-[1-(azetidin-3-yl)azetidin-3-yl]-3-piperidyl]-3-(4-phenoxyphenyl)pyrazolo[3,4-d]pyrimidin-4-amine N1CC(C1)N1CC(C1)N1C[C@@H](CCC1)N1N=C(C=2C1=NC=NC2N)C2=CC=C(C=C2)OC2=CC=CC=C2